FC1=C(OC2=CC=C(C=C2)C=2N=C(N3C2C(=NC=C3)CO)[C@H]3CN(CC3)C(C#CC)=O)C=CC=C1OC (R)-1-(3-(1-(4-(2-fluoro-3-methoxyphenoxy)phenyl)-8-(hydroxymethyl)imidazo[1,5-a]pyrazin-3-yl)pyrrolidin-1-yl)but-2-yn-1-one